N-{4-[3-(4-methoxy-phenyl)-imidazo[1,2-a]pyrazin-8-ylamino]-2-methyl-phenyl}-acetamide COC1=CC=C(C=C1)C1=CN=C2N1C=CN=C2NC2=CC(=C(C=C2)NC(C)=O)C